O=C1CCC(O1)C(=O)O (+)-5-oxotetrahydrofuran-carboxylic acid